triphenyl-sulfonium salicylate C(C=1C(O)=CC=CC1)(=O)[O-].C1(=CC=CC=C1)[S+](C1=CC=CC=C1)C1=CC=CC=C1